FC1=CC=C(OC=2C=3C4=C(NC3C=CC2)CCNCC4)C=C1 10-(4-fluorophenoxy)-1,2,3,4,5,6-hexahydroazepino[4,5-b]indole